4,4-difluoro-6-hydroxyhexyl benzoate C(C1=CC=CC=C1)(=O)OCCCC(CCO)(F)F